4,4'-methylenedicyclohexanol C(C1CCC(CC1)O)C1CCC(CC1)O